(2,5-dichloro-4-fluorophenyl)boronic acid ClC1=C(C=C(C(=C1)F)Cl)B(O)O